8-amino-6-fluoro-2-(2-hydroxyethoxy)-5-methyl-tetralin-1-one NC=1C=C(C(=C2CCC(C(C12)=O)OCCO)C)F